[N+](=O)([O-])C1=CC=C(C(=O)O[C@H]2C[C@]3(N(C=4C(=NN=C(C4)Cl)NC3)C2)CC)C=C1 (6aR,8S)-2-chloro-6a-ethyl-5,6,6a,7,8,9-hexahydropyrrolo[1',2':4,5]pyrazino[2,3-c]pyridazin-8-yl 4-nitrobenzoate